BrC1=C2C=3C(C4=C(C(C3NC2=CC=C1)(C)C)C=C(C(=C4)Cl)O)=O bromo-9-chloro-8-hydroxy-6,6-dimethyl-5,6-dihydro-11H-benzo[b]carbazol-11-one